NC1=C2C(=NC=N1)N(N=C2C2=CC=C(C=C2)OC2=CC=CC=C2)C2CCN(CC2)C2CC1(C2)CCN(CC1)C1CN(C1)C=1C=C2C(N(C(C2=CC1)=O)C1C(NC(CC1)=O)=O)=O 5-(3-(2-(4-(4-amino-3-(4-phenoxyphenyl)-1H-pyrazolo[3,4-d]pyrimidin-1-yl)piperidin-1-yl)-7-azaspiro[3.5]nonan-7-yl)azetidin-1-yl)-2-(2,6-dioxopiperidin-3-yl)isoindoline-1,3-dione